3-aminopropyl-(carboxymethyl)-[4-[4-[2-chloro-4-[[5-(2,3-difluoro-4-methoxy-phenyl)-1-methyl-imidazole-2-carbonyl]amino]benzoyl]piperazin-1-yl]-4-oxo-butyl]-methyl-ammonium formate C(=O)[O-].NCCC[N+](C)(CCCC(=O)N1CCN(CC1)C(C1=C(C=C(C=C1)NC(=O)C=1N(C(=CN1)C1=C(C(=C(C=C1)OC)F)F)C)Cl)=O)CC(=O)O